CC1=NC=C(C=N1)\C=C\[C@@H](CCCCC1=NC=2NCCCC2C=C1)O (1E,3R)-1-(2-methylpyrimidin-5-yl)-7-(5,6,7,8-tetrahydro-1,8-naphthyridin-2-yl)hept-1-en-3-ol